2-[4-[4-(N-2-hydroxyethyl-N-ethylcarbamoyl)phenyl]-6-(4-hydroxypiperidin-1-yl)-pyrimidin-2-ylamino]-4-methyl-5-thiazolecarboxylic acid ethyl ester C(C)OC(=O)C1=C(N=C(S1)NC1=NC(=CC(=N1)C1=CC=C(C=C1)C(N(CC)CCO)=O)N1CCC(CC1)O)C